N-[5-({3-[5-(Acetyl-hydroxy-amino)-pentylcarbamoyl]-propionyl}-hydroxy-amino)-pentyl]-N'-[5-(10-amino-5-hydroxy-4-oxo-decanoylamino)-pentyl]-N'-hydroxy-succinamide C(C)(=O)N(CCCCCNC(=O)CCC(=O)N(CCCCCNC(CCC(=O)N(O)CCCCCNC(CCC(C(CCCCCN)O)=O)=O)=O)O)O